CN(C)CC=1C(=NC=CC1)C1=CC=CO1 5-(3-((dimethylamino)methyl)pyridin-2-yl)furan